C1(CCC1)N1C(=NC2=C1C=CC(=C2)[N+](=O)[O-])C=2N(C(C(=C(N2)C(=O)NC=2C=NOC2)OC)=O)C 2-(1-cyclobutyl-5-nitro-1H-1,3-benzodiazol-2-yl)-5-methoxy-1-methyl-N-(1,2-oxazol-4-yl)-6-oxo-1,6-dihydropyrimidine-4-carboxamide